tert-butyl-4-(2-(3,4-dimethoxyphenyl)-3-ethyl-6-methyl-1H-indol-5-yl)-5,6-dihydropyridine-1(2H)-carboxylic acid C(C)(C)(C)C1N(CCC(=C1)C=1C=C2C(=C(NC2=CC1C)C1=CC(=C(C=C1)OC)OC)CC)C(=O)O